(R)-(3-(3,4-bis(benzyloxy)phenoxy)-2-hydroxypropyl)glycine methyl ester COC(CNC[C@H](COC1=CC(=C(C=C1)OCC1=CC=CC=C1)OCC1=CC=CC=C1)O)=O